C1(CCC1)S(=O)(=N)C1=CC=C(C=C1)[N+](=O)[O-] 1-(cyclobutanesulfonimidoyl)-4-nitrobenzene